CC1(CC=C(N=C1)C(=O)N)C(=O)NCC 5-methyl-N5-ethylpyridine-2,5-dicarboxamide